C1=CC=C(C=2C3=CC=CC=C3NC12)C1=CC=CC=2NC3=CC=CC=C3C12 4,4'-bi-9H-carbazole